2-hydroxy-1-(2-((9-(4-methylcyclohexyl)-9H-pyrido[4',3':4,5]pyrrolo[2,3-d]pyrimidin-2-yl)amino)-7,8-dihydro-1,6-naphthyridin-6(5H)-yl)ethan-1-one OCC(=O)N1CC=2C=CC(=NC2CC1)NC=1N=CC2=C(N1)N(C1=C2C=CN=C1)C1CCC(CC1)C